5-((2-amino-3-chloropyridin-4-yl)thio)-N2-(4-(aminomethyl)-4-methylcyclohexyl)pyrazine-2,6-diamine NC1=NC=CC(=C1Cl)SC=1N=CC(=NC1N)NC1CCC(CC1)(C)CN